NCC1=CC=C(C=C1)NC(=O)C1=CC2=C(OCCC3=C2SC=C3)C=C1C=1C(=NC(=CC1)C(NC(C)(C)C)=O)C(=O)OC methyl 3-(9-((4-(aminomethyl)phenyl)carbamoyl)-4,5-dihydrobenzo[b]thieno[2,3-d]oxepin-8-yl)-6-(tert-butylcarbamoyl)picolinate